FC1=C(C=CC(=C1)C)C=1CCCC2=C(C1C1=CC=C(C=C1)CC1CN(C1)CCCF)C=CC(=C2)C(=O)O 8-(2-fluoro-4-methylphenyl)-9-(4-((1-(3-fluoropropyl)azetidin-3-yl)methyl)phenyl)-6,7-dihydro-5H-benzo[7]annulene-3-carboxylic acid